N-((4'-(Dimethylamino)-[1,1'-biphenyl]-4-yl)methyl)-N-(3-(oxazol-2-yl)phenyl)cyclohexanecarboxamide CN(C1=CC=C(C=C1)C1=CC=C(C=C1)CN(C(=O)C1CCCCC1)C1=CC(=CC=C1)C=1OC=CN1)C